6-bromo-4-(2-trimethylsilylethoxymethyl)-2H-1,2,4-triazine-3,5-dione BrC=1C(N(C(NN1)=O)COCC[Si](C)(C)C)=O